(S)-ethyl 4-chloro-3-hydroxybutyrate ClC[C@H](CC(=O)OCC)O